3-hydroxy-2-hydroxymethyl-2-methyl-propanoic acid OCC(C(=O)O)(C)CO